[Br-].N1=CN=CC2=C1[CH2+]=NC=C2 pyrido[4,3-e]pyrimidin-8-ium bromide